1-(4-(((6-(2-chloro-3-(3-chloro-2-(4-((4-hydroxypiperidin-1-yl)methyl)-3-methoxyphenyl)pyridin-4-yl)phenyl)-2-methoxypyridin-3-yl)methyl)amino)piperidin-1-yl)-2-methoxyethan-1-one ClC1=C(C=CC=C1C1=C(C(=NC=C1)C1=CC(=C(C=C1)CN1CCC(CC1)O)OC)Cl)C1=CC=C(C(=N1)OC)CNC1CCN(CC1)C(COC)=O